ClC1=CC(=C2C=NNC2=C1)C1(C[C@@H]2[C@@H](CN(C2)C(=O)C2COCC2)C1)O ((3aR,5r,6aS)-5-(6-chloro-1H-indazol-4-yl)-5-hydroxyhexahydrocyclopenta[c]pyrrol-2(1H)-yl)(tetrahydrofuran-3-yl)methanone